6-methyl-1,4-di-n-butoxynaphthalene CC=1C=C2C(=CC=C(C2=CC1)OCCCC)OCCCC